N-[4-[(6,7-Dimethoxy-1,5-naphthyridin-4-yl)oxy]-3-fluorophenyl]-5-(4-fluorophenyl)-4-hydroxy-6-(hydroxymethyl)pyridine-3-carboxamide COC=1N=C2C(=CC=NC2=CC1OC)OC1=C(C=C(C=C1)NC(=O)C=1C=NC(=C(C1O)C1=CC=C(C=C1)F)CO)F